CC(=O)OC/C=C/C1=CC(=C(C=C1)OC)OC The molecule is an acetate ester that is cinnamyl acetate substituted by methoxy groups at positions 3' and 4' respectively. It is an acetate ester and a dimethoxybenzene.